ClC1=C(OC2=CC3=C(C(NCCC3)=O)C=C2)C(=CC(=C1)[N+](=O)[O-])Cl 7-(2,6-dichloro-4-nitrophenoxy)-2,3,4,5-tetrahydro-1H-benzo[c]azepin-1-one